[Cr](=O)(=O)([O-])[O-].[Mg+2] Magnesium chromate